NC1=C(C=C(C(=C1)O[Si](C(C)C)(C(C)C)C(C)C)OC1CC1)C(=O)N1CC2(CC2)C[C@H]1CO[Si](C)(C)C(C)(C)C (S)-(2-amino-5-cyclopropyloxy-4-((triisopropylsilyl)oxy)phenyl)(6-(((tert-butyldimethylsilyl)oxy)methyl)-5-azaspiro[2.4]hept-5-yl)methanone